methyl N-(((4-nitrobenzyl)oxy)carbonyl)-O-((1-(trifluoromethyl)cyclopropyl)methyl)-L-threoninate [N+](=O)([O-])C1=CC=C(COC(=O)N[C@@H]([C@H](OCC2(CC2)C(F)(F)F)C)C(=O)OC)C=C1